3,4-dinitroaniline [N+](=O)([O-])C=1C=C(N)C=CC1[N+](=O)[O-]